CC=1C=C(C#N)C=CC1C1=CC=CC=2N1N=CN2 3-methyl-4-{[1,2,4]triazolo[1,5-a]pyridin-5-yl}benzonitrile